COC(C1=CC=C(C=C1)CC(=O)NC1=NC(=CN=C1)N1CC(CCC1)OC1=C(C=CC=C1)OCC)=O 4-(2-((6-(3-(2-ethoxyphenoxy)piperidin-1-yl)pyrazin-2-yl)amino)-2-oxoethyl)benzoic acid methyl ester